FC1=C(C=C(C(=C1)OC)C(N[C@@H]1[C@H]2C=C[C@@H]([C@@H]1C(NC1=CC(=C(C=C1)F)C(F)(F)F)=O)C2)=O)C2=CC=C(C=C2)C(=O)O |r| rac-2'-Fluoro-5'-(((1R,2R,3S,4S)-3-((4-fluoro-3-(trifluoromethyl)phenyl)carbamoyl)bicyclo[2.2.1]hept-5-en-2-yl)carbamoyl)-4'-methoxy-[1,1'-biphenyl]-4-carboxylic Acid